FC1=C(C(=CC(=C1)B1OC(C(O1)(C)C)(C)C)F)NC(C)=O N-{2,6-difluoro-4-(4,4,5,5-tetramethyl-1,3,2-dioxaborolan-2-yl)phenyl}acetamide